C(C)(C)(C)OC(=O)N1C(C2=C(C=C(C=C2CC1)Br)F)=O 6-bromo-8-fluoro-1-oxo-3,4-dihydroisoquinoline-2(1H)-carboxylic acid tert-butyl ester